2-((2-(Phenylmethoxy)-4-bromo-6-fluorophenyl)(N-(t-butoxycarbonyl)sulfamoyl)amino)acetic acid methyl ester COC(CN(S(NC(=O)OC(C)(C)C)(=O)=O)C1=C(C=C(C=C1F)Br)OCC1=CC=CC=C1)=O